1-[(5-methoxy-1H-benzimidazol-1-yl)methyl]-4-propylpyrrolidin-2-one COC1=CC2=C(N(C=N2)CN2C(CC(C2)CCC)=O)C=C1